ClC1=CC(=C(C=C1)C(=O)N1CCC2(CO2)CC1)C (4-chloro-2-methylphenyl)(1-oxa-6-azaspiro[2.5]oct-6-yl)methanone